CC1=CC=C(C=C1)C1=NN(C(C=C1)=O)CCC(=O)O 3-[3-(4-methylphenyl)-6-oxopyridazin-1-yl]propanoic acid